C(CC=CCC)C1(CCC(O1)=O)C 5-hex-3-enyl-5-methyloxolan-2-one